5-((6-chloro-5-cyano-4-((1-methyl-1,2,3,6-tetrahydro-pyridin-4-yl)ethynyl)pyridin-2-yl)oxy)-1H-1,2,3-triazole-4-carboxylic acid ClC1=C(C(=CC(=N1)OC1=C(N=NN1)C(=O)O)C#CC=1CCN(CC1)C)C#N